CC=1CC2=CC=3CCCC3C(=C2C1)C1=CC=CC=C1 2-methyl-4-phenyl-1,5,6,7-tetrahydro-s-indacen